ClC1=NC=C(C2=CC=C(C=C12)OC)C1=C(C=C(C=C1)F)C 1-chloro-4-(4-fluoro-2-methylphenyl)-7-methoxyisoquinoline